FC1=C(C(=O)C2=CNC3=NC=CC=C32)C=CC=C1NS(=O)(=O)N1CCCC1 3-[2-fluoro-3-(pyrrolidin-1-ylsulfonylamino)benzoyl]-1H-pyrrolo[2,3-b]pyridin